CC/1(CN(CC\C1=C/C#CC=1C=C(C=CC1)C)C(=O)OC(C)(C)C)C tert-Butyl (4E)-3,3-dimethyl-4-[3-(m-tolyl)prop-2-ynylidene]piperidine-1-carboxylate